3-hydroxy-N,N-bis(4-methoxybenzyl)-5-nitro-4-(((tetrahydro-2H-pyran-4-yl)methyl)amino)benzenesulfonamide OC=1C=C(C=C(C1NCC1CCOCC1)[N+](=O)[O-])S(=O)(=O)N(CC1=CC=C(C=C1)OC)CC1=CC=C(C=C1)OC